(S)-2-((S)-2-(6-(2,5-dioxo-2,5-dihydro-1H-pyrrol-1-yl)hexanamido)propionamido)-N-(4-(hydroxymethyl)phenyl)succinamide O=C1N(C(C=C1)=O)CCCCCC(=O)N[C@H](C(=O)N[C@H](C(=O)NC1=CC=C(C=C1)CO)CC(=O)N)C